1-chloro-4-fluoro-3-methoxy-5,7-dihydro-6H-cyclopenta[c]pyridine-6,6-dicarboxylic acid diethyl ester C(C)OC(=O)C1(CC2=C(C(=NC(=C2F)OC)Cl)C1)C(=O)OCC